N-(4-((2-(1,1-difluoroethyl)-6-methylpyrimidin-4-yl)amino)-5-(6-methoxy-2-methylpyrimidin-4-yl)pyridin-2-yl)acetamide FC(C)(F)C1=NC(=CC(=N1)NC1=CC(=NC=C1C1=NC(=NC(=C1)OC)C)NC(C)=O)C